N1(N=CC=C1)C1=CC=C(CN(C=2SC=C(N2)COCCN2CCOCC2)CC2=CC(=CC=C2)OC)C=C1 N-(4-(1H-pyrazol-1-yl)benzyl)-N-(3-methoxybenzyl)-4-((2-morpholinoethoxy)methyl)thiazol-2-amine